1'-(tert-butyl) 7,8-dimethyl 4-oxospiro[chroman-2,4'-piperidine]-1',7,8-tricarboxylate O=C1CC2(CCN(CC2)C(=O)OC(C)(C)C)OC2=C(C(=CC=C12)C(=O)OC)C(=O)OC